OC(CCCCCCCCC(=O)O)CCCCCCCCCCCCC 10-Hydroxy-tricosanoic acid